3-cyclopropyl-2-(2-oxopyridin-1(2H)-yl)propanoic acid C1(CC1)CC(C(=O)O)N1C(C=CC=C1)=O